3-(2-(2-(2-((3-((4,5-dimethylthiazol-2-yl)carbamoyl)-4-methylphenyl)amino)ethoxy)ethoxy)ethoxy)propanoic acid CC=1N=C(SC1C)NC(=O)C=1C=C(C=CC1C)NCCOCCOCCOCCC(=O)O